C(C)(C)(C)CCCS(=O)(=O)N(C(O)=O)C1CC(C1)C=O.O1C=CC2=NC=C(C=C21)C=O (furo[3,2-b]pyridin-6-yl)methanone tert-butyl-(3-formylcyclobutyl)(propylsulfonyl)carbamate